CC1(CC=NO1)C(=O)[O-] 5-methyl-4,5-dihydroisoxazole-5-carboxylate